C(#N)C1=C(C=C(C=N1)N1C(N(C(C1=O)(C)C)C1=CC(=C(OCCN2C[C@H](N[C@H](C2)C)C)C=C1)C1CCC1)=S)C(F)(F)F (2R,6S)-4-(2-(4-(3-(6-cyano-5-(trifluoromethyl)pyridin-3-yl)-5,5-dimethyl-4-oxo-2-thioxoimidazolidin-1-yl)-2-cyclobutylphenoxy)ethyl)-2,6-dimethylpiperazine